C=CC=CC=CC=CCCCCCCCC(=O)O 16-hexadecatetraenoic acid